tert-butyl (3S,4S)-4-((4-(benzo[d]thiazol-6-ylamino)-7-(1-methyl-1H-pyrazol-4-yl)quinazolin-5-yl)oxy)-3-hydroxypiperidine-1-carboxylate S1C=NC2=C1C=C(C=C2)NC2=NC=NC1=CC(=CC(=C21)O[C@@H]2[C@H](CN(CC2)C(=O)OC(C)(C)C)O)C=2C=NN(C2)C